CC(C=CC=C)=CCCCCCCCC 5-methyltetradec-1,3,5-triene